ClC1=C(C2=C(N=N1)N(CCC2)C2CC(CCC2)O)C 3-(3-chloro-4-methyl-6,7-dihydropyrido[2,3-c]pyridazin-8(5H)-yl)cyclohexan-1-ol